FC1=C(C(=NC=C1)OC)NC(OC(C)(C)C)=O tert-butyl (4-fluoro-2-methoxypyridin-3-yl)carbamate